C1(CCCC1)N1C=CC=2C(=NC(=CC21)NC=2SC(=CN2)C)C=2CCN(CC2)C(C=C)=O 1-(4-(1-cyclopentyl-6-((5-methylthiazol-2-yl)amino)-1H-pyrrolo[3,2-c]pyridin-4-yl)-3,6-dihydropyridin-1(2H)-yl)prop-2-en-1-one